C(#N)[C@H](C[C@H]1C(NCCC1)=O)NC(=O)C1N(CC(C1)C1CCCC1)C(=O)C=1NC2=CC=CC(=C2C1)OC N-((S)-1-cyano-2-((S)-2-oxopiperidin-3-yl)ethyl)-4-cyclopentyl-1-(4-methoxy-1H-indole-2-carbonyl)pyrrolidine-2-carboxamide